N-isopropyl-3-methyl-6-(2-(2,2,6,6-tetramethyltetrahydro-2H-pyran-4-carboxamido)thiazol-5-yl)cinnoline-4-carboxamide C(C)(C)NC(=O)C1=C(N=NC2=CC=C(C=C12)C1=CN=C(S1)NC(=O)C1CC(OC(C1)(C)C)(C)C)C